2-Methylbenzo[d]thiazole-5-carbaldehyde CC=1SC2=C(N1)C=C(C=C2)C=O